FC1(CC1)C1=NC(=NO1)C1=CC=C(C=C1)C(=O)N1CCN(CC1)C=1OC=2C(=NC(=CC2)C)N1 [4-[5-(1-fluorocyclopropyl)-1,2,4-oxadiazol-3-yl]phenyl]-[4-(5-methyloxazolo[4,5-b]pyridin-2-yl)piperazin-1-yl]methanone